FC(C=1C(=C(C=CC1)[C@@H](C)NC(=O)C1=CN(C(C=C1N[C@@H]1CCN2CCC[C@@H]2C1)=O)C1(CC1)C(F)F)F)F N-((R)-1-(3-(difluoromethyl)-2-fluorophenyl)ethyl)-1-(1-(difluoromethyl)cyclopropyl)-4-(((7R,8aR)-octahydroindolizin-7-yl)amino)-6-oxo-1,6-dihydropyridine-3-carboxamide